3-vinyl-imidazole bromide salt [Br-].C(=C)N1C=NC=C1